8-(3,4-dimethylphenoxycarbonyl)-tetracyclo[4.4.0.12,5.17,10]-3-dodecene CC=1C=C(OC(=O)C2C3C4C5C=CC(C4C(C2)C3)C5)C=CC1C